1-(5-chloro-2-((6-methoxy-2-methyl-1,2,3,4-tetrahydroisoquinolin-7-yl)amino)pyrimidin-4-yl)-5-methoxyindoline-3-carboxylic acid ClC=1C(=NC(=NC1)NC1=C(C=C2CCN(CC2=C1)C)OC)N1CC(C2=CC(=CC=C12)OC)C(=O)O